FC1=C(SC=C1C(C)(C)O)[S@@](=O)(N)=NC(NC1=C2C(=NC3=C1CCC3)[C@@H](CC2)C)=O (R)-3-fluoro-4-(2-hydroxypropan-2-yl)-N'-(((R)-3-methyl-1,2,3,5,6,7-hexahydrodicyclopenta[b,e]pyridin-8-yl)carbamoyl)thiophene-2-sulfonimidamide